2-[(5-cyclopropyl-1,2,4-oxadiazol-3-yl)methyl]-8-methyl-N-[(2S)-tetrahydrofuran-2-ylmethyl]-4,5-dihydro-2H-furo[2,3-g]indazole-7-carboxamide C1(CC1)C1=NC(=NO1)CN1N=C2C3=C(CCC2=C1)OC(=C3C)C(=O)NC[C@H]3OCCC3